FC1=CC(=NC(=N1)N)N[C@H]1COCC1 (R)-6-Monofluoro-N4-(tetrahydrofuran-3-yl)pyrimidine-2,4-diamine